FC(CCCS(=O)(=O)[O-])(F)F.C1(=CC=CC=C1)[S+](C1=CC=CC=C1)C1=CC=CC=C1 Triphenylsulfonium Trifluoro-1-Butanesulfonate